CN1C(C2=C(C=CCC1)C(=CN2)C2=NC(=NC=C2C(F)(F)F)NC2CNCCC2)=O 8-methyl-3-{2-[(piperidin-3-yl)amino]-5-(trifluoromethyl)pyrimidin-4-yl}-1H,6H,7H,8H,9H-pyrrolo[2,3-c]azocin-9-one